IC(CC(CC(CC(CCCC(OC)OC(CCCC(CC(CC(CC(C)I)C)C)C)OC)C)C)C)C 10-iodo-4,6,8-trimethylundecylmethoxymethyl ether